tert-butoxycarbonyl-4-cyclopentyl-pyrrolidine-2-carboxylic acid C(C)(C)(C)OC(=O)N1C(CC(C1)C1CCCC1)C(=O)O